2,2'-{sulfonylbis[(2,6-dibromo-4,1-phenylene)oxy]}di(ethan-1-ol) S(=O)(=O)(C1=CC(=C(C(=C1)Br)OCCO)Br)C1=CC(=C(C(=C1)Br)OCCO)Br